CC=1N=C(N(C1C)COCC[Si](C)(C)C)C=1N=CN2C1C=CC(=C2)C=2C(=C(C=CC2F)NS(=O)(=O)C=2C(=NC=C(C2)F)OC)F N-(3-(1-(4,5-dimethyl-1-((2-(trimethylsilyl)ethoxy)methyl)-1H-imidazol-2-yl)imidazo[1,5-a]pyridin-6-yl)-2,4-difluorophenyl)-5-fluoro-2-methoxypyridine-3-sulfonamide